C1(CCC1)CN(C(OC(C)(C)C)=O)[C@H]1CN(CCC1)C1=CC(N(C=C1)C(C)N1N=NC(=C1)C=1N=C2N(C(C1)=O)C=CC=C2)=O tert-butyl N-(cyclobutylmethyl)-N-[(3R)-1-[2-oxo-1-[1-[4-(4-oxopyrido[1,2-a]pyrimidin-2-yl)triazol-1-yl]ethyl]-4-pyridyl]-3-piperidyl]carbamate